C(C)(C)(C)OC(NC1(CN(CC1)CC1=CC=CC=C1)C=CC=1C(=NC2=CC=CC=C2C1)Cl)=O (1-benzyl-3-(2-(2-chloroquinolin-3-yl)vinyl)pyrrolidin-3-yl)carbamic acid tert-butyl ester